C(C)(C)(C)C1=C(C=CC=C1)[I+]C1=C(C=CC=C1)C(C)(C)C di(tert-butylphenyl)iodonium